(R)-2-(4-(2,6-dioxapiperidin-3-yl)-3,5-difluorophenyl)acetaldehyde N1O[C@H](CCO1)C1=C(C=C(C=C1F)CC=O)F